COC(=O)C1=CN(C(C=C1O)=O)C1CC(C1)(F)F.COC1=NC=CN=C1C(CC)C 2-methoxy-3-(1-methylpropyl)pyrazine methyl-1-(3,3-difluorocyclobutyl)-4-hydroxy-6-oxo-1,6-dihydropyridine-3-carboxylate